OCCOC1(CC=C(C(=O)C2=CC=CC=C2)C=C1)C 4-(2-hydroxy)ethoxy-4-methylbenzophenone